FC=1C=CC(=C(C1)C(F)(F)F)Br 5-fluoro-2-bromo-trifluoromethyl-benzene